CC(CCNC(=O)C1=CC=C(C=C1)C(=O)NCCC(C)(C)C)(C)C N,N'-bis(3,3-dimethylbutyl)-1,4-benzenedicarboxamide